N1(CCCCC1)C1=CC=C(N)C=C1 4-(N-piperidinyl)aniline